C(C)(=O)N1CCN(CC1)C(=O)C1C(N(C(C2=CC=CC=C12)=O)CC1=CC=C(C=C1)Cl)C1=CC=C(C=C1)Cl 4-(4-acetyl-piperazine-1-carbonyl)-2-(4-chloro-benzyl)-3-(4-chloro-phenyl)-3,4-dihydro-2H-isoquinolin-1-one